C1(CC1)N(CCC(C(=O)O)NC(CC1CCC(CC1)(F)F)=O)CCCCC1=NC=2NCCCC2C=C1 4-[cyclopropyl-[4-(5,6,7,8-tetrahydro-1,8-naphthyridin-2-yl)butyl]amino]-2-[[2-(4,4-difluorocyclohexyl)acetyl]amino]butanoic acid